C(CCCCCCCCCCCCCCCCC)P(O)(=O)CCCCCCCCCCCCCCCCCC di(octadecyl)phosphinic acid